OCC(C)(C)N1C(C(=CC=C1)COC=1C=CC2=C(C=C(O2)C)C1)O N-(1-hydroxy-2-methylpropan-2-yl)-5-((2-hydroxypyridin-3-yl)methoxy)-2-methylbenzofuran